BrC=1C=C2C=3C=CC(=CC3N(C2=CC1)C1=NC=CC(=C1)C(C)(C)C)O 6-bromo-9-(4-tert-butylpyridin-2-yl)-2-hydroxycarbazole